(2S,5R)-2-(N-((1-methylpiperidin-4-yl) sulfonyl) carbamimidoyl)-7-oxo-1,6-diazabicyclo[3.2.1]octan-6-yl hydrogen sulfate S(=O)(=O)(ON1[C@@H]2CC[C@H](N(C1=O)C2)C(NS(=O)(=O)C2CCN(CC2)C)=N)O